(E)-2,4-dibromo-6-(((2-(4-fluoro-2-nitrophenyl)-1H-benzo[d]imidazol-5-yl)imino)methyl)benzene-1,3-diol BrC1=C(C(=CC(=C1O)Br)/C=N/C1=CC2=C(NC(=N2)C2=C(C=C(C=C2)F)[N+](=O)[O-])C=C1)O